Methyl 6-hydroxy-5-(1-methyl-1H-pyrazol-3-yl)pyridine-3-carboxylate OC1=C(C=C(C=N1)C(=O)OC)C1=NN(C=C1)C